3-(3-(5-fluoro-2-methoxyphenyl)-4-thiazolinonyl)-N-(4-phenylbutyl)benzamide FC=1C=CC(=C(C1)N1C(SC=C1C=1C=C(C(=O)NCCCCC2=CC=CC=C2)C=CC1)=O)OC